C1(=CC=CC=C1)[Bi](Br)Br Phenylbismuth dibromide